C(CCC)(=O)C1=CC(=C(C=N1)C1=NC=C2C=C(N=CC2=C1)NC(=O)[C@H]1[C@@H](C1)C(=O)OCC)C ethyl (trans)-2-{[7-(6-butanoyl-4-methylpyridin-3-yl)-2,6-naphthyridin-3-yl]carbamoyl}cyclopropane-1-carboxylate